The molecule is a monocarboxylic acid that is propionic acid in which one of the hydrogens at position 3 is substituted by a 2-hydroxyphenyl group. It has a role as a human xenobiotic metabolite, a bacterial xenobiotic metabolite, a fungal xenobiotic metabolite and a plant metabolite. It is a member of phenols and a monocarboxylic acid. It derives from a propionic acid. It is a conjugate acid of a 3-(2-hydroxyphenyl)propanoate. C1=CC=C(C(=C1)CCC(=O)O)O